Lauroyl-sarcosin C(CCCCCCCCCCC)(=O)N(C)CC(=O)O